(R)-6-((1-(6-chloropyridazin-3-yl)pyrrolidin-3-yl)methyl)-2,5,7-trimethyl-[1,2,4]triazolo[1,5-a]pyrimidine ClC1=CC=C(N=N1)N1C[C@@H](CC1)CC=1C(=NC=2N(C1C)N=C(N2)C)C